CC1=CC[C@H](CC1=O)C(=C)C (R)-Carvone